FC(CCC)([N+](CCCC)(CCCC)CS(=O)(=O)O)F difluorosulfomethyl-tri-n-butyl-ammonium